5-(2,4-Dimethoxyphenyl)-3-(4-(1-methylpiperidin-4-yl)phenyl)-1H-pyrazolo[4,3-c]pyridazin-6(5H)-one COC1=C(C=CC(=C1)OC)N1N=C2C(=CC1=O)NN=C2C2=CC=C(C=C2)C2CCN(CC2)C